n-icosyl vinyl ether C(=C)OCCCCCCCCCCCCCCCCCCCC